ClC1=C(C=C(C(=O)N2CCC3(CCN(CC3)CC=O)CC2)C=C1)N1C(NC(CC1)=O)=O 2-(9-(4-chloro-3-(2,4-dioxo-tetrahydropyrimidin-1(2H)-yl)benzoyl)-3,9-diazaspiro[5.5]undec-3-yl)acetaldehyde